BrC=1C=CC(=NC1)NC(=O)NCCCC 1-(5-bromopyridin-2-yl)-3-butylurea